N-(phenyl-(m-tolyl)methyl)benzamide C1(=CC=CC=C1)C(NC(C1=CC=CC=C1)=O)C=1C=C(C=CC1)C